dipropenyl peroxide C(=CC)OOC=CC